[C@@H]1(CC[C@@]12OCCC2)N2N=CC(=C2)C=2C(=C(C=CC2)NC2=C(N=NC(=C2)NC(=O)C2(CC2)F)C(=O)N)OC 4-((3-(1-((1S,4S)-5-oxaspiro[3.4]octan-1-yl)-1H-pyrazol-4-yl)-2-methoxyphenyl)amino)-6-(1-fluorocyclopropane-1-carboxamido)pyridazine-3-carboxamide